FC1(CC(CC1)NC1=CC(=CC(=N1)N1C(C2=CC=CC(=C2C1)C(F)(F)F)=O)C1(COC1)CC1=NN=CN1C)F 2-(6-((3,3-difluorocyclopentyl)amino)-4-(3-((4-methyl-4H-1,2,4-triazol-3-yl)methyl)oxetan-3-yl)pyridin-2-yl)-4-(trifluoromethyl)isoindolin-1-one